5-methyl-thieno[3,2-b]pyridine-3-carboxylate CC1=CC=C2C(=N1)C(=CS2)C(=O)[O-]